3-(2-((2,6-dichloropyridin-4-yl)oxy)propan-2-yl)azetidine-1-carboxylic acid tert-butyl ester C(C)(C)(C)OC(=O)N1CC(C1)C(C)(C)OC1=CC(=NC(=C1)Cl)Cl